C[C@]12CC(C[C@](CC1)(N2)C)N(C2=CC=C(N=N2)C2=C(C=C(C=C2)N2C=NC(=C2)C#N)O)C 1-(4-(6-(((1R,3S,5S)-1,5-dimethyl-8-azabicyclo[3.2.1]octan-3-yl)(methyl)amino)pyridazin-3-yl)-3-hydroxyphenyl)-1H-imidazole-4-carbonitrile